(1-(((3-(isobutylsulfanyl)pyridin-2-yl)methyl)amino)-2-methyl-1-oxopropan-2-yl)carbamic acid tert-butyl ester C(C)(C)(C)OC(NC(C(=O)NCC1=NC=CC=C1SCC(C)C)(C)C)=O